N,N-bis(trifluoromethyl)-2H-benzo[d][1,2,3]triazol-2-amine FC(N(N1N=C2C(=N1)C=CC=C2)C(F)(F)F)(F)F